O=C1N(CCC(N1)=O)C=1C=C(C(=O)N2CCC(CC2)C(=O)N2CCC(CC2)CC(=O)O)C=CC1OC 2-[1-[1-[3-(2,4-dioxohexahydropyrimidin-1-yl)-4-methoxy-benzoyl]piperidine-4-carbonyl]-4-piperidyl]acetic acid